tert-Butyl 2-(4-chloro-3,5-dimethylphenyl)-3-(2,2-dimethoxyethylcarbamoylamino)-6,7-dihydro-4H-pyrazolo[4,3-c]pyridine-5-carboxylate ClC1=C(C=C(C=C1C)N1N=C2C(CN(CC2)C(=O)OC(C)(C)C)=C1NC(NCC(OC)OC)=O)C